4-chloro-2-(chloromethyl)-3H-imidazo[4,5-c]pyridine ClC1=NC=CC2=C1NC(=N2)CCl